6-chloro-1-methyl-4-((2S,5R)-2-methyl-5-propyl-4-(1-(4-(trifluoromethyl)phenyl)ethyl)piperazin-1-yl)pyrido[3,2-d]Pyrimidin ClC=1C=CC=2N(CN=C(C2N1)N1[C@H](CN([C@@H](C1)CCC)C(C)C1=CC=C(C=C1)C(F)(F)F)C)C